FC1=CC=C(C=C1)C1C(C1)C(=O)NC1=CC=C(C=C1)C1=CC=C(C=C1)COC 2-(4-fluorophenyl)-N-(4'-(methoxymethyl)-[1,1'-biphenyl]-4-yl)cyclopropane-1-carboxamide